FC(COC=1N=CC2=C(N1)C=CN=C2)(F)F (2,2,2-trifluoroethoxy)pyrido[4,3-d]pyrimidin